tert-butyl (3S)-3-((tert-butylsulfinyl)amino)-3-(4-(2-(4-chlorobenzoyl)phenyl)-3-methylisoxazol-5-yl)propanoate C(C)(C)(C)S(=O)N[C@@H](CC(=O)OC(C)(C)C)C1=C(C(=NO1)C)C1=C(C=CC=C1)C(C1=CC=C(C=C1)Cl)=O